OC1=NC=2N(C(=C1)O)N=C(C2C2CCOCC2)C(=O)[O-] 5,7-dihydroxy-3-(tetrahydro-2H-pyran-4-yl)pyrazolo[1,5-a]pyrimidine-2-carboxylate